C(C)(C)OC(CCCN)=O 4-aminobutyric acid isoPropyl ester